6-[(E)-but-2-enyl]-4-[3-chloro-4-(pyrrolidine-1-carbonyl)phenyl]-2-methyl-1H-pyrrolo[2,3-c]pyridin-7-one C(\C=C\C)N1C(C2=C(C(=C1)C1=CC(=C(C=C1)C(=O)N1CCCC1)Cl)C=C(N2)C)=O